4-((1-Acrylpiperidin-4-yl)methoxy)-6-(1-methyl-1H-pyrazol-4-yl)pyrazolo[1,5-a]pyridine-3-carbonitrile C(=O)(C=C)N1CCC(CC1)COC=1C=2N(C=C(C1)C=1C=NN(C1)C)N=CC2C#N